C(=C)Br vinyl bromide